ClCCOC=1C=C(C=C(C1)C1=C(C(=CC=C1)C1=C(C(=CC=C1)NC=1N=CC=C2C=C(C=NC12)CN1CC(CC1)O)Cl)C)F 2,2''-dichloro-5-ethoxy-3-fluoro-3''-((3-((3-hydroxypyrrolidin-1-yl)methyl)-1,7-naphthyridin-8-yl)amino)-2'-methyl-[1,1':3',1''-terphenyl]